(2S)-4-[{(1R)-1-[1-Benzyl-4-(2,5-difluorophenyl)-1H-pyrrol-2-yl]-2,2-dimethylpropyl}(glycoloyl)amino]-2-({[2-(trimethylsilyl)ethoxy]carbonyl}amino)butanoic acid C(C1=CC=CC=C1)N1C(=CC(=C1)C1=C(C=CC(=C1)F)F)[C@@H](C(C)(C)C)N(CC[C@@H](C(=O)O)NC(=O)OCC[Si](C)(C)C)C(CO)=O